N-(3-carbamoyloxetan-3-yl)-6-fluoro-2-methyl-5-((4-methylthiazol-5-yl)methoxy)benzofuran C(N)(=O)C1(COC1)N1CSC(=C1C)COC=1C(=CC2=C(C=C(O2)C)C1)F